ClC1=CC=C(C=C1)[C@@]1(N(C(C2=CC(=CC=C12)C(C)(C)O)=O)CC1=NC=C(C=C1)Cl)OCC1(CC1)CC#N 2-[1-({[(1R)-1-(4-Chlorophenyl)-2-[(5-chloropyridin-2-yl)methyl]-5-(2-hydroxypropan-2-yl)-3-oxo-2,3-dihydro-1H-isoindol-1-yl]oxy}methyl)cyclopropyl]acetonitril